OC[C@@H](C#CC1=CC=C(C=C1)C1=CC=C(C=C1)C1CC(C1)NS(=O)(=O)C)N1C(=NC=C1)[C@H](C)O N-((1S,3r)-3-(4'-((S)-4-hydroxy-3-(2-((S)-1-hydroxyethyl)-1H-imidazol-1-yl)but-1-yn-1-yl)-[1,1'-biphenyl]-4-yl)cyclobutyl)methanesulfonamide